IC=1C(NC(N([C@H]2[C@H](O)[C@H](O)[C@@H](CO)O2)C1)=O)=O 5-Iodouridine